1-({3,4-difluoro-2-[(2-fluoro-4-iodophenyl)amino]phenyl}carbonyl)-3-{[(2-hydroxypropyl)amino]methyl}azetidin-3-ol acetate salt C(C)(=O)O.FC=1C(=C(C=CC1F)C(=O)N1CC(C1)(O)CNCC(C)O)NC1=C(C=C(C=C1)I)F